COC=1C(=C(C(=CC1)C)C=1C=2C(N=CC1N)=CN(N2)C)C 7-(3-methoxy-2,6-dimethylphenyl)-2-methyl-2H-pyrazolo[4,3-b]pyridin-6-amine